(2R,3S,4S,5R)-4-[[4-cyclopropyl-3-(3,4-difluoro-2-methoxy-phenyl)-5-methyl-5-(trifluoromethyl)tetrahydrofuran-2-carbonyl]amino]pyridine-2-carboxamide C1(CC1)[C@H]1[C@H]([C@@H](O[C@]1(C(F)(F)F)C)C(=O)NC1=CC(=NC=C1)C(=O)N)C1=C(C(=C(C=C1)F)F)OC